C1(CC1)C(=O)NC=1N=C2N(C(=CC=C2)C=2C=C(C=CC2)C2=CC=C(O2)P(=O)(OC2=CC=CC=C2)N[C@@H](C)C(=O)OC(C)C)C1 isopropyl ((5-(3-(2-(cyclopropanecarboxamido) imidazo[1,2-a]pyridin-5-yl) phenyl) furan-2-yl) (phenoxy) phosphoryl)-L-alaninate